(E)-N'-(3,5-dimethoxybenzylidene)-4-(4-methoxyphenyl)pyrimidine-2-carbohydrazide COC=1C=C(\C=N\NC(=O)C2=NC=CC(=N2)C2=CC=C(C=C2)OC)C=C(C1)OC